2-[[6-[(cyclobutylmethylamino)methyl]imidazo[1,2-a]pyridin-2-yl]methyl]-5-methoxy-2,7-naphthyridin-1-one C1(CCC1)CNCC=1C=CC=2N(C1)C=C(N2)CN2C(C1=CN=CC(=C1C=C2)OC)=O